2-[(12AR)-10-chloro-7-methoxy-1,2,3,4,12,12a-hexahydro-6H-pyrazino[2,1-c][1,4]benzoxazepin-9-yl]-3-fluorophenol ClC1=C(C=C(C=2CN3[C@@H](COC21)CNCC3)OC)C3=C(C=CC=C3F)O